C1=CC=CC=2C1=C1C=C3C=CC=CC3=CC1=CC2 Benz(a)ANTHRACENE